CC1=C(C=C(C=C1)NC(=O)N1C2CCC(C1)C2)C=2OC=C(N2)C N-(4-methyl-3-(4-methyloxazol-2-yl)phenyl)-2-azabicyclo[2.2.1]heptane-2-carboxamide